OC[C@@]1(N(CCC1)C(=O)OC(C)(C)C)C (R)-tert-butyl 2-(hydroxymethyl)-2-methylpyrrolidine-1-carboxylate